(S)-N-((R*)-1-(4-carbamimidoylthiophen-2-yl)-2,2,2-trifluoroethyl)-7-((9,9-difluoro-9H-fluorene-3-carbonyl)glycyl)-1,4-dioxa-7-azaspiro[4.4]nonane-8-carboxamide C(N)(=N)C=1C=C(SC1)[C@@H](C(F)(F)F)NC(=O)[C@H]1N(CC2(OCCO2)C1)C(CNC(=O)C=1C=CC=2C(C3=CC=CC=C3C2C1)(F)F)=O |o1:8|